CC1CC(CCC1)C(COC)(COC)CCC(C)C 2-(3-methylcyclohexyl)-2-isopentyl-1,3-dimethoxypropane